C(C)(C)OC(C)(C)C=1N=C(SC1)NC(=O)C=1N(C(C=CC1)=O)CC1=CC=NC=C1 N-(4-(2-isopropoxypropan-2-yl)thiazol-2-yl)-6-oxo-1-(pyridin-4-ylmethyl)-1,6-dihydropyridine-2-carboxamide